4-(4-bromotetrahydropyran-2-yl)-1-(difluoromethyl)pyrazole BrC1CC(OCC1)C=1C=NN(C1)C(F)F